4-(3-(1-cyclohexyl-3-(4-methylbenzyl)-2,5-dioxoimidazolin-4-yl)propionylamino)-N-hydroxybenzamide C1(CCCCC1)N1C(N(C(C1=O)CCC(=O)NC1=CC=C(C(=O)NO)C=C1)CC1=CC=C(C=C1)C)=O